C(#N)C=1C(=C(C(=CC1)F)CNC(=O)C=1C=NC(=C(C1)F)OC(F)F)C N-[(3-cyano-6-fluoro-2-methylphenyl)-methyl]-6-(difluoromethoxy)-5-fluoropyridine-3-carboxamide